CC1(CC=C(C=C1)CC)CC(=O)O 1-methyl-4-ethylphenylacetic acid